BrC=1C=C(C=CC1)[C@H](C(=O)N1CC2=C(CCC1)N=C(NC2=O)C2(CC2)C2=CC(=CC=C2)OC2=CC=CC=C2)O (R)-6-(2-(3-bromophenyl)-2-hydroxyacetyl)-2-(1-(3-phenoxyphenyl)cyclopropyl)-3,5,6,7,8,9-hexahydro-4H-pyrimido[5,4-c]azepin-4-one